1-(bromomethyl)-3,5-dimethoxybenzene BrCC1=CC(=CC(=C1)OC)OC